ClC1=C(C=CC=C1C1=C(C(=NC=C1)NC1=C(C(=CC=C1)CNCCO)F)Cl)C1=CC=C(C(=N1)OC)CNC[C@H]1CCC(N1)=O (R)-5-((((6-(2-chloro-3-(3-chloro-2-((2-fluoro-3-(((2-hydroxyethyl)amino)methyl)phenyl)amino)pyridin-4-yl)phenyl)-2-methoxypyridin-3-yl)methyl)amino)methyl)pyrrolidin-2-one